ClC1=CC=C(OC2=CC=C(C=C2)C(C)=O)C=C1 1-(4-(4-chlorophenoxy)phenyl)ethanone